[O-2].[Ce+3].[Mo+4].[Ni+2] nickel molybdenum-cerium oxide